C(C1=CC=CC=C1)NC1=NC(=C2N(C1=O)[C@@H](C[C@@H]2C)C(=O)OCC2=CC=CC=C2)Cl benzyl (6S,8S)-3-(benzylamino)-1-chloro-8-methyl-4-oxo-4,6,7,8-tetrahydropyrrolo[1,2-a]pyrazine-6-carboxylate